COC1=C(C=C(C=C1)OC)C1=CC=C(C=C1)C=1N=NN(C1)C1=NC=CC=C1 (4-(2',5'-Dimethoxy-[1,1'-biphenyl]-4-yl)-1H-1,2,3-triazol-1-yl)pyridine